di(2-thienyl)divinylsilane S1C(=CC=C1)[Si](C=C)(C=C)C=1SC=CC1